8-isothiocyanatooctane N(=C=S)CCCCCCCC